C(C)OC(=O)C1=NC(=NS1)C1(CC1)S(=O)(=O)C 3-(1-methanesulfonylcyclopropyl)-1,2,4-thiadiazole-5-carboxylic acid ethyl ester